(±)-2-isopropoxy-1-(3-(trifluoromethyl)phenyl)ethane-1-amine hydrochloride Cl.C(C)(C)OC[C@H](N)C1=CC(=CC=C1)C(F)(F)F |r|